(3R,5S)-3-((2-((S)-1-amino-2,2-dicyclopropylethyl)imidazo[1,2-b]pyridazin-6-yl)methyl)-5-(trifluoromethyl)pyrrolidin-2-one N[C@@H](C(C1CC1)C1CC1)C=1N=C2N(N=C(C=C2)C[C@@H]2C(N[C@@H](C2)C(F)(F)F)=O)C1